C[C@@H]1[C@H]2CC[C@@]1([C@]3(CCC(=C[C@H]3O2)C)C)C trichothecene